OC=1C=C(C(=O)O)C=C(C1C)O 3,5-dihydroxy-4-Methylbenzoic acid